tert-Butyl (S)-4-(7-(bicyclo[2.2.2]octan-1-yl)-5-(2-oxopyrrolidin-1-yl)-7H-pyrrolo[2,3-d]pyrimidin-4-yl)-3-methylpiperazine-1-carboxylate C12(CCC(CC1)CC2)N2C=C(C1=C2N=CN=C1N1[C@H](CN(CC1)C(=O)OC(C)(C)C)C)N1C(CCC1)=O